((2R,6R)-4-(4-ethoxy-2-fluorobenzoyl)-2,6-dimethylpiperazin-1-yl)(2-fluoro-4-methoxyphenyl)methanone C(C)OC1=CC(=C(C(=O)N2C[C@H](N([C@@H](C2)C)C(=O)C2=C(C=C(C=C2)OC)F)C)C=C1)F